ethyl 2-((8-((R)-3-aminopiperidin-1-yl)-7-(but-2-yn-1-yl)-3-methyl-2,6-dioxo-2,3,6,7-tetrahydro-1H-purin-1-yl)methyl)-5-chlorobenzoate N[C@H]1CN(CCC1)C1=NC=2N(C(N(C(C2N1CC#CC)=O)CC1=C(C(=O)OCC)C=C(C=C1)Cl)=O)C